1-(2-fluoro-4-nitrophenyl)-4-(4,4,5,5-Tetramethyl-1,3,2-dioxaborolan-2-yl)-1H-pyrazole FC1=C(C=CC(=C1)[N+](=O)[O-])N1N=CC(=C1)B1OC(C(O1)(C)C)(C)C